(2-(3,7-dimethylocta-2,6-dien-1-yl)-3-hydroxy-5-(2-methyloctan-2-yl)phenoxy)methyl pivalate C(C(C)(C)C)(=O)OCOC1=C(C(=CC(=C1)C(C)(CCCCCC)C)O)CC=C(CCC=C(C)C)C